NS(=O)(=O)C=1C=C(C(=O)OCC#N)C=C(C1OC1=CC=CC=C1)NCCCC Cyanomethyl 3-Aminosulfonyl-5-butylamino-4-phenoxybenzoate